COC=1C(=CC2=CN(N=C2C1)C1CCC2(CCN(CC2)C(=O)OC(C)(C)C)CC1)[N+](=O)[O-] tert-butyl 9-(6-methoxy-5-nitro-2H-indazol-2-yl)-3-azaspiro[5.5]undecane-3-carboxylate